CC1(C2=CC=CC=C2C=2C(=CC=CC12)NC(=O)OC(C)(C)C)C N-(9,9-dimethyl-9H-fluoren-4-yl)t-butoxycarbonylamine